5-(benzyloxy)-1-(6,7-difluoroindeno[1,2-a]inden-4b(9H)-yl)-3-(3-fluorophenethyl)-2,3-dihydro-1H-pyrido[2,1-f][1,2,4]triazine-4,6-dione C(C1=CC=CC=C1)OC=1C(C=CN2N(CN(C(C21)=O)CCC2=CC(=CC=C2)F)C21C(=CC3=CC=CC=C23)CC=2C=C(C(=CC21)F)F)=O